COC([C@@H](NC(=O)OC(C)(C)C)COC1=CC2=C(N=C(O2)C2CC2)C=C1[N+](=O)[O-])=O N-(tert-butoxycarbonyl)-O-(2-cyclopropyl-5-nitrobenzo[d]oxazol-6-yl)-L-serine methyl ester